NC1=NC(=NC=C1)N1C[C@H]([C@H]([C@H](C1)OC)O)F (3R,4S,5S)-1-(4-aminopyrimidin-2-yl)-3-fluoro-5-methoxy-piperidin-4-ol